1-(4-(4-(5-(6-chloro-2,3-difluorophenyl)-4,5-dihydroisoxazol-3-yl)thiazol-2-yl)piperidin-1-yl)-2-((4,6-dimethoxy-1,3,5-triazin-2-yl)oxy)ethan-1-one ClC1=CC=C(C(=C1C1CC(=NO1)C=1N=C(SC1)C1CCN(CC1)C(COC1=NC(=NC(=N1)OC)OC)=O)F)F